C(C)(C)(C)OC(=O)C1=C(C=C(CC2=C3C(=NC(=C2)C(=O)OC)CCO3)C=C1)F methyl 7-(4-(tert-butoxycarbonyl)-3-fluorobenzyl)-2,3-dihydrofuro[3,2-b]pyridine-5-carboxylate